8-(4-morpholinophenyl)-2-(4-hydroxyphenyl)-5,7-dimethoxy-4H-chromen-4-one O1CCN(CC1)C1=CC=C(C=C1)C=1C(=CC(=C2C(C=C(OC12)C1=CC=C(C=C1)O)=O)OC)OC